ClC1=NC=C(C=N1)C(C[N+](=O)[O-])O 1-(2-chloropyrimidin-5-yl)-2-nitroethanol